3-(6-(3-(Cyclopropylmethyl)morpholino)-1-methyl-1H-pyrazolo[3,4-d]pyrimidin-3-yl)-2,6-difluoro-5-(trifluoromethyl)phenol C1(CC1)CC1COCCN1C1=NC=C2C(=N1)N(N=C2C=2C(=C(C(=C(C2)C(F)(F)F)F)O)F)C